OCCCCCC=1C(=CC(=C(C1)NC(OC(C)(C)C)=O)OC)N1CCC(CC1)N1CCN(CC1)C tert-butyl (5-(5-hydroxypentyl)-2-methoxy-4-(4-(4-methylpiperazine-1-yl)piperidin-1-yl)phenyl)carbamate